N,N-di(n-butyl)-aminoethyl acrylate C(C=C)(=O)OCCN(CCCC)CCCC